(2R)-4-[tert-butyl-(dimethyl)silyl]oxybutan-2-ol C(C)(C)(C)[Si](OCC[C@@H](C)O)(C)C